4,4'-difluorotrityl ketone FC1=CC=C(C(C2=CC=C(C=C2)F)(C2=CC=CC=C2)C(=O)C(C2=CC=C(C=C2)F)(C2=CC=C(C=C2)F)C2=CC=CC=C2)C=C1